ClC1=C(CNC(O)=O)C=CC(=C1)Cl.C(N)(OCC1=CC=C(C=C1)Cl)=O p-chlorobenzyl carbamate 2,4-dichlorobenzylcarbamate